C(O[C@@H](C)N1N=NN=C1COCC(C)NC1CCC(CC1)NC1=NC=C(C(=C1)C1=NC(=CC=C1)NCC1(CCOCC1)C#N)Cl)(OCC)=O ((S)-1-[5-[2-[[4-[[5-chloro-4-[6-[(4-cyanotetrahydropyran-4-yl)methylamino]-2-pyridyl]-2-pyridyl]amino]cyclohexyl]amino]propoxymethyl]tetrazol-1-yl]ethyl) ethyl carbonate